N-((4-(3,3-difluorocyclobutyloxy)pyridin-2-yl)methyl)-5-(4-(5-(((4-(trifluoromethyl)pyridin-2-yl)methyl)carbamoyl)-1,3,4-thiadiazol-2-yl)butyl)-1,3,4-thiadiazole-2-carboxamide FC1(CC(C1)OC1=CC(=NC=C1)CNC(=O)C=1SC(=NN1)CCCCC=1SC(=NN1)C(NCC1=NC=CC(=C1)C(F)(F)F)=O)F